N-[4-[[4-[1-[3-chloro-5-cyano-4-[2-(3-hydroxypropoxy)ethoxy]phenyl]-1-methyl-ethyl]phenoxy]methyl]pyrimidin-2-yl]methanesulfonamide ClC=1C=C(C=C(C1OCCOCCCO)C#N)C(C)(C)C1=CC=C(OCC2=NC(=NC=C2)NS(=O)(=O)C)C=C1